(S)-5-(2-(((5-chloro-2-(1H-tetrazol-1-yl)phenyl)amino)-2-oxoacetamido)-3-phenylpropionamido)benzo[b]thiophene-2-carboxylic acid tert-butyl ester C(C)(C)(C)OC(=O)C1=CC2=C(S1)C=CC(=C2)NC([C@H](CC2=CC=CC=C2)NC(C(=O)NC2=C(C=CC(=C2)Cl)N2N=NN=C2)=O)=O